FC1=C(C=CC=C1)C=1N2C(SC1)=NC(=C2)C(=O)N[C@@H]2C(N(C1=C(OC2)C=CC(=C1)C#CC(C)(C)O)C)=O (S)-3-(2-fluorophenyl)-N-(7-(3-hydroxy-3-methylbut-1-yn-1-yl)-5-methyl-4-oxo-2,3,4,5-Tetrahydrobenzo[b][1,4]oxazepine-3-yl)imidazo[2,1-b]thiazole-6-carboxamide